C1(=O)NO1.C1(=O)NO1.[K] potassium epoxydiformamide